NC=1C2=C(N=CN1)N(C(=C2C(=O)NC2=CC=C(C=C2)COC)C#CCN2CCOCC2)C2(CC2)C 4-amino-N-(4-(methoxymethyl)phenyl)-7-(1-methylcyclopropyl)-6-(3-morpholinoprop-1-yn-1-yl)-7H-pyrrolo[2,3-d]pyrimidine-5-carboxamide